SC(CS(=O)(=O)[O-])CS.[Na+] sodium 2,3-bis(sulfanyl)propane-1-sulphonate